7-oxo-6,7-dihydro-8H-[1,3]thiazolo[5,4-e]indol O=C1NC2=CC=C3C(=C2C1)SC=N3